N-((4-fluoro-6-(isoxazol-3-ylmethoxy)-1H-indol-2-yl)methyl)acetamide FC1=C2C=C(NC2=CC(=C1)OCC1=NOC=C1)CNC(C)=O